F[C@@H]1CN(CC[C@@H]1NC1=NN2C(C(=N1)OC)=C(C=C2)C=2C=NC=1N(C2)C=CN1)C(C)=O 1-((3R,4S)-3-fluoro-4-((5-(imidazo[1,2-a]pyrimidin-6-yl)-4-methoxypyrrolo[2,1-f][1,2,4]triazin-2-yl)amino)piperidin-1-yl)ethan-1-one